2-(4-(((4-(4-iodophenyl)-5-oxo-4,5-dihydro-1H-1,2,4-triazol-1-yl)methyl)thio)-2-methylphenoxy)acetic acid IC1=CC=C(C=C1)N1C=NN(C1=O)CSC1=CC(=C(OCC(=O)O)C=C1)C